CNC=O methyl-formamide